(S)-3-(1-aminoethyl)-8-((2,3-dihydropyrazolo[5,1-b]oxazol-7-yl)ethynyl)-2-phenylisoquinoline-1(2H)-one N[C@@H](C)C=1N(C(C2=C(C=CC=C2C1)C#CC=1C=NN2C1OCC2)=O)C2=CC=CC=C2